ClC=1C(=C(C=CC1)[C@@H]1N(OCC1)C1=CC(=NC=N1)NC=1C(=CC(=C(C1)NC(C=C)=O)N1CCC(CC1)N1CC2CCC(C1)N2C2CC2)OC)C N-(5-((6-((R)-3-(3-chloro-2-methylphenyl)isoxazolidine-2-yl)pyrimidine-4-yl)amino)-2-(4-(8-cyclopropyl-3,8-diazabicyclo[3.2.1]octan-3-yl)piperidine-1-yl)-4-methoxyphenyl)acrylamide